S1CC=CC=C1C(=O)[O-] thiopyran-6-carboxylate